8-chloro-1,5-dioxo-6-(pyrimidin-4-ylamino)-1,5-dihydro-2H-spiro[imidazo[1,5-a]pyridine-3,3'-indoline]-1'-carboxylic acid tert-butyl ester C(C)(C)(C)OC(=O)N1CC2(C3=CC=CC=C13)NC(C=1N2C(C(=CC1Cl)NC1=NC=NC=C1)=O)=O